4-((4-(2-(Piperazin-1-yl)ethoxy)phenyl)amino)-2-(piperidin-1-yl)pyrimido[4,5-d]pyridazin-5(6H)-on N1(CCNCC1)CCOC1=CC=C(C=C1)NC1=NC(=NC=2C=NNC(C21)=O)N2CCCCC2